O=C1NC(CCC1C=1C=CC(=NC1)N1CCC(CC1)(O)CN1CCN(CC1)C=1SC2=C(N1)C=C(C(=C2)C(=O)NC=2C(N(C=CC2)C)=O)OC(C)C)=O 2-(4-((1-(5-(2,6-dioxopiperidin-3-yl)pyridin-2-yl)-4-hydroxypiperidin-4-yl)methyl)piperazin-1-yl)-5-isopropoxy-N-(1-methyl-2-oxo-1,2-dihydropyridin-3-yl)benzo[d]thiazole-6-carboxamide